1-ethenyl-4-ethylbenzene C(=C)C1=CC=C(C=C1)CC